(S)-(7-(4-(5-(tert-butylsulfonyl)-2-oxa-5-azaspiro[3.4]octan-7-yl)-7-chloro-3,4-dihydro-2H-benzo[b][1,4]oxazin-5-yl)thieno[3,2-b]pyridin-2-yl)methanol C(C)(C)(C)S(=O)(=O)N1C2(COC2)C[C@@H](C1)N1C2=C(OCC1)C=C(C=C2C2=C1C(=NC=C2)C=C(S1)CO)Cl